tert-butyl-4-aminoisoindoline C(C)(C)(C)C1NCC2=C(C=CC=C12)N